1-acetylhydrazine C(C)(=O)NN